FC1=C(C(=O)C2=CC=C(C(=O)N[C@H]3[C@@H](CNC3)NC(=O)C=3C=NNC3)C=C2)C(=CC=C1OC)O N-[(3R,4R)-4-[4-(2-fluoro-6-hydroxy-3-methoxybenzoyl)benzamido]pyrrolidin-3-yl]-1H-pyrazole-4-carboxamide